FC(CN1N=CC=2C1=NC(=CC2)NC(C2=C(C=CC=C2)N2CCC1(CC1)CC2)=O)(C(F)(F)F)F N-(1-(2,2,3,3,3-pentafluoropropyl)-1H-pyrazolo[3,4-b]pyridin-6-yl)-2-(6-azaspiro[2.5]octan-6-yl)benzamide